COC1=CC=C(CN2N=C(C=C2C2=CSC3=C2N=CN=C3)NC(CC3=CC(=NO3)C)=O)C=C1 N-(1-(4-methoxybenzyl)-5-(thieno[3,2-d]pyrimidin-7-yl)-1H-pyrazol-3-yl)2-(3-methylisoxazol-5-yl)acetamide